C(C)N1C=C(C2=CC(=CC=C12)C1=NOC(=N1)CN1CCC(CC1)O)NC(=O)NCC1=CC=C(C=C1)F 1-(1-ethyl-5-(5-((4-hydroxypiperidin-1-yl)methyl)-1,2,4-oxadiazol-3-yl)-1H-indol-3-yl)-3-(4-fluorobenzyl)urea